5-chloro-2-(methylsulfonyl)pyrimidine ClC=1C=NC(=NC1)S(=O)(=O)C